N-[(2S,3S,4R,5S,6R)-2-[3,5-Dimethoxy-2-[(E)-3-(4-methoxyphenyl)prop-2-enoyl]phenoxy]-4,5-dihydroxy-6-(hydroxymethyl)oxan-3-yl]acetamide COC=1C(=C(O[C@@H]2O[C@@H]([C@H]([C@@H]([C@@H]2NC(C)=O)O)O)CO)C=C(C1)OC)C(\C=C\C1=CC=C(C=C1)OC)=O